C(#N)C1=C(C=CC=C1)[C@H]([C@H](C)C=1N(C(C(=C(N1)C(=O)NC=1C=NOC1)O)=O)C)C=1N=NN(N1)C 2-((1S,2S)-1-(2-cyanophenyl)-1-(2-methyl-2H-tetrazol-5-yl)propan-2-yl)-5-hydroxy-N-(isoxazol-4-yl)-1-methyl-6-oxo-1,6-dihydropyrimidine-4-carboxamide